2-{3-[(3S)-3-cyclopropylpiperazin-1-yl]-1,2,4-triazin-6-yl}-5-(pyridin-4-yl)phenol dihydrochloride Cl.Cl.C1(CC1)[C@H]1CN(CCN1)C=1N=NC(=CN1)C1=C(C=C(C=C1)C1=CC=NC=C1)O